N-(3-((3-(9H-purin-6-yl)pyridin-2-yl)amino)-4-methylphenyl)-2-(4-(trifluoromethyl)tetrahydro-2H-pyran-2-yl)acetamide N1=CN=C2NC=NC2=C1C=1C(=NC=CC1)NC=1C=C(C=CC1C)NC(CC1OCCC(C1)C(F)(F)F)=O